O1C=2N(CC1)N=C(C2)C(=O)OC methyl 2,3-dihydropyrazolo[5,1-b]oxazole-6-carboxylate